The molecule is the S-enantiomer of 2-hydroxy-3-methylbutyrate. The conjugate base of (S)-2-hydroxy-3-methylbutyric acid, formed by loss of a proton from the carboxy group, it is the major species present at physiological pH. It has a role as a human metabolite. It is a conjugate base of a (S)-2-hydroxy-3-methylbutyric acid. It is an enantiomer of a (R)-2-hydroxy-3-methylbutyrate. CC(C)[C@@H](C(=O)[O-])O